N-p-toluenesulfonyl-3-methyleneindolone CC1=CC=C(C=C1)S(=O)(=O)N1C(C(C2=CC=CC=C12)=C)=O